(Z)-5-(4-Methylpyridin-3-yl)-3-(1-((1,3,5-trimethyl-1H-pyrazol-4-yl)amino)ethylidene)-1H-pyrrolo[2,3-c]pyridin-2(3H)-one CC1=C(C=NC=C1)C=1C=C/2C(=CN1)NC(\C2=C(\C)/NC=2C(=NN(C2C)C)C)=O